C(C)(C)(C)N1N=C(C=C1NC1=CC(=NC=C1)/C=C/CC[C@@H](C)NC(OC(C)(C)C)=O)[C@@H]1C[C@@H](CC1)O[Si](C)(C)C(C)(C)C tert-butyl ((R,E)-6-(4-((1-(tert-butyl)-3-((1S,3R)-3-((tert-butyldimethylsilyl)oxy)cyclopentyl)-1H-pyrazol-5-yl)amino)pyridin-2-yl)hex-5-en-2-yl)carbamate